tert-butyl 4-{4-[2,6-bis(benzyloxy)pyridin-3-yl]phenoxymethyl}piperidine-1-carboxylate C(C1=CC=CC=C1)OC1=NC(=CC=C1C1=CC=C(OCC2CCN(CC2)C(=O)OC(C)(C)C)C=C1)OCC1=CC=CC=C1